2,5-dimethoxy-3,4-dimethyl-amphetamine COC1=C(CC(N)C)C=C(C(=C1C)C)OC